O=CCCCCCCCCCCCCCCCCCCCCCCC(=O)O 24-oxotetracosanoic acid